N=1C=2N(CC=CC1)C1=C(N2)C=CC=C1 benzo[4,5]imidazo[1,2-a][1,3]diazepin